N=1C=CN2N=C(C=CC21)C2=CNC1=NC=C(C=C12)C(=O)NC1CCN(CC1)C 3-(imidazo[1,2-b]pyridazin-6-yl)-N-(1-methylpiperidin-4-yl)-1H-pyrrolo[2,3-b]pyridine-5-carboxamide